(3-(2-(3-hydroxy-3-methylbutyl)-5-nitro-2H-indazol-6-yl)phenyl)(morpholino)methanone OC(CCN1N=C2C=C(C(=CC2=C1)[N+](=O)[O-])C=1C=C(C=CC1)C(=O)N1CCOCC1)(C)C